2-(3-((2R,4S)-2-(2,5-difluorophenyl)-4-fluoropyrrolidin-1-yl)-1-(methoxymethyl)-1H-pyrazolo[3,4-b]pyridin-5-yl)-5-(methoxymethyl)-1,3,4-oxadiazole FC1=C(C=C(C=C1)F)[C@@H]1N(C[C@H](C1)F)C1=NN(C2=NC=C(C=C21)C=2OC(=NN2)COC)COC